1-(4-{[2-(3-{[2-methoxy-4-(methylcarbamoyl)phenyl]amino} prop-1-yn-1-yl)-1-(2,2,2-trifluoroethyl)-1H-indol-4-yl]amino}piperidin-1-yl)-3-(propanoyloxy)propan-2-yl propanoate C(CC)(=O)OC(CN1CCC(CC1)NC1=C2C=C(N(C2=CC=C1)CC(F)(F)F)C#CCNC1=C(C=C(C=C1)C(NC)=O)OC)COC(CC)=O